5-Amino-1-(1-methylcyclopropyl)-3-[4-[1-([3-[3-(trifluoromethyl)bicyclo[1.1.1]pentan-1-yl]-1,2-oxazol-5-yl]carbamoyl)ethyl]phenyl]pyrazole-4-carboxamide NC1=C(C(=NN1C1(CC1)C)C1=CC=C(C=C1)C(C)C(NC1=CC(=NO1)C12CC(C1)(C2)C(F)(F)F)=O)C(=O)N